tert-butyl (6-chloro-4-[7-(difluoromethyl)-6-[3-(methoxymethyl)-1-methylpyrazol-4-yl]-3,4-dihydro-2H-quinolin-1-yl]-1,3-dihydroisoindol-2-yl)carboxylate ClC1=CC(=C2CN(CC2=C1)C(=O)OC(C)(C)C)N1CCCC2=CC(=C(C=C12)C(F)F)C=1C(=NN(C1)C)COC